phenylbis(2,4,6-trimethylbenzoyl)phenyl-phosphine oxide C1(=CC=CC=C1)C1=C(C=CC=C1)P(C(C1=C(C=C(C=C1C)C)C)=O)(C(C1=C(C=C(C=C1C)C)C)=O)=O